C(C)OC(=O)C=1C(C=C2N(C(CC3=CC(=C(C=C23)OC)C2=CN=C(S2)COC2CC2)C(C)(C)C)C1)=O 6-tert-butyl-9-[2-(Cyclopropoxymethyl)thiazol-5-yl]-10-methoxy-2-oxo-6,7-dihydro-2H-pyrido[2,1-a]isoquinoline-3-carboxylic acid ethyl ester